4-(6-methyl-5-nitro-pyridin-2-yl)-piperazine-1-carboxylic acid tert-butyl ester C(C)(C)(C)OC(=O)N1CCN(CC1)C1=NC(=C(C=C1)[N+](=O)[O-])C